3-(3-(2,4-difluorophenyl)-6-fluoro-4-oxo-3,4-dihydro-phthalazin-1-yl)-N-methylbenzenesulfonamide FC1=C(C=CC(=C1)F)N1N=C(C2=CC=C(C=C2C1=O)F)C=1C=C(C=CC1)S(=O)(=O)NC